bis(cyclopentadienyl)(tris(dimethylsilyl)methylsilicon) C1(C=CC=C1)[Si](C([SiH](C)C)([SiH](C)C)[SiH](C)C)C1C=CC=C1